alpha-Pinen oxid C12C3(C(CC(C1(C)C)C2)O3)C